3-Methyl-5-(N-(2-fluoro-4-bromobenzyl)-N-phenethylsulfamoyl)benzofuran-2-carboxylic acid ethyl ester C(C)OC(=O)C=1OC2=C(C1C)C=C(C=C2)S(N(CCC2=CC=CC=C2)CC2=C(C=C(C=C2)Br)F)(=O)=O